C(C)C(C(=O)OC(CC(C)O)(C)C)CCCC 3-hydroxy-1,1-dimethylbutyl 2-ethylhexanoate